(3R)-3-[[(benzyloxy)carbonyl]amino]butanoic acid C(C1=CC=CC=C1)OC(=O)N[C@@H](CC(=O)O)C